N-ethyl-N-[[6-[(trans)-2-(6-nitro-1-tetrahydropyran-2-yl-indazol-3-yl)vinyl]-3-pyridyl]methyl]ethylamine C(C)N(CC=1C=NC(=CC1)\C=C\C1=NN(C2=CC(=CC=C12)[N+](=O)[O-])C1OCCCC1)CC